ClC1=C(C=NC(=C1)C(F)(F)F)CO [4-chloro-6-(trifluoromethyl)pyridin-3-yl]methanol